[3-[[(1R)-2-[(5-amino-6-methoxy-pyridazin-3-yl)methoxy]-1-methyl-ethyl]carbamoyl]-5-chloro-pyrazolo[1,5-a]pyrimidin-7-yl]-N-methyl-carbamic acid tert-butyl ester C(C)(C)(C)OC(N(C)C1=CC(=NC=2N1N=CC2C(N[C@@H](COCC=2N=NC(=C(C2)N)OC)C)=O)Cl)=O